C(CC=C)N1C(=CC=2C1=NC=CC2)C=O 1-(but-3-en-1-yl)-1H-pyrrolo[2,3-b]pyridine-2-carbaldehyde